(R)-4-(4-cyano-2-methoxyphenyl)-5-ethoxy-2,8-dimethyl-1,4-dihydro-1,6-naphthyridine-3-carboxamide C(#N)C1=CC(=C(C=C1)[C@H]1C(=C(NC2=C(C=NC(=C12)OCC)C)C)C(=O)N)OC